1-(4-(5-chloropyrimidin-2-yl)piperazin-1-yl)-3-((1-hydroxy-3-methoxypropan-2-yl)oxy)propan-1-one ClC=1C=NC(=NC1)N1CCN(CC1)C(CCOC(CO)COC)=O